Octadecyl-Dimethyl-(3-Trihydroxysilyl-propyl)Ammonium Chloride [Cl-].C(CCCCCCCCCCCCCCCCC)[N+](CCC[Si](O)(O)O)(C)C